[2-(difluoromethoxy)-6-methoxy-4-[2-methyl-6-(1-methylpyrazol-4-yl)-4-[(1-methylpyrazol-4-yl)methoxy]indazol-3-yl]phenyl]-[3-hydroxy-3-(trifluoromethyl)azetidin-1-yl]methanone FC(OC1=C(C(=CC(=C1)C=1N(N=C2C=C(C=C(C12)OCC=1C=NN(C1)C)C=1C=NN(C1)C)C)OC)C(=O)N1CC(C1)(C(F)(F)F)O)F